BrCCCCCC(=O)N(CCCCCC)CCCCCC(=O)OCC(CCCCCCCC)CCCCCC 2-hexyldecyl 6-(6-bromo-N-hexylhexanamido)hexanoate